O=C1N(CCC1)C1=CC=C(C#N)C=C1 4-(2-Oxopyrrolidin-1-yl)benzonitrile